NCCNC([C@@H]([C@@H](C(=O)NCCC(=O)O)O[Si](C)(C)C(C)(C)C)O[Si](C)(C)C(C)(C)C)=O 3-((2S,3R)-4-((2-aminoethyl)amino)-2,3-bis((tert-butyldimethylsilyl)oxy)-4-oxobutanamido)propanoic acid